C(C)(C)(C)OC(=O)N[C@H](C(=O)OC(C)(C)C)CCCOC(=O)Cl tert-butyl (S)-2-((tert-butoxycarbonyl)amino)-5-((chlorocarbonyl)oxy)pentanoate